COCCNCC1=CC=2N=CN=C(C2N1COCC[Si](C)(C)C)OC 2-methoxy-N-[[4-methoxy-5-(2-trimethylsilylethoxymethyl)pyrrolo[3,2-d]pyrimidin-6-yl]methyl]ethanamine